(4-(1H-1,2,3-triazol-1-yl)-piperidin-1-yl)(6-(benzo-[d]thiazol-2-ylmethoxy)-4-(piperidine-1-carbonyl)-quinolin-2-yl)methanone N1(N=NC=C1)C1CCN(CC1)C(=O)C1=NC2=CC=C(C=C2C(=C1)C(=O)N1CCCCC1)OCC=1SC2=C(N1)C=CC=C2